C(C)(C)(C)OC(=O)N1C(CCC1)C1=CC(=C(C=C1)C=1N=C2SC3=C(N2C1)C=C(C(=C3)C(=O)O)OC)F 2-(4-(1-(tert-butoxycarbonyl)pyrrolidin-2-yl)-2-fluorophenyl)-6-methoxybenzo[d]imidazo[2,1-b]thiazole-7-carboxylic acid